3'-O-propynylcytidine C(#CC)O[C@H]1[C@H]([C@@H](O[C@@H]1CO)N1C(=O)N=C(N)C=C1)O